C1(CC1)CN1CCC(CC1)N1C(NC2=C1C=CC(=C2)C=2C=C(C=1N(C2)N=CN1)OC)=O 1-(1-(Cyclopropylmethyl)piperidin-4-yl)-5-(8-methoxy-[1,2,4]triazolo[1,5-a]pyridin-6-yl)-1,3-dihydro-2H-benzo[d]imidazol-2-on